1-(6-bromo-1,2-benzoxazol-3-yl)hexahydropyrimidine-2,4-dione BrC1=CC2=C(C(=NO2)N2C(NC(CC2)=O)=O)C=C1